ClC=1C=C2C(=NC1)NCC21CC(C1)=CC#N 2-(5'-chloro-1',2'-dihydrospiro[cyclobutane-1,3'-pyrrolo[2,3-b]pyridin]-3-ylidene)acetonitrile